SC(CC(=O)NN=C1C=2C=CC(NC2CCC1)OCCCC(=O)O)(C)C 4-((5-(2-(3-Mercapto-3-methylbutanoyl)hydrazineylidene)-5,6,1,8-tetrahydroquinolin-2-yl)oxy)butanoic acid